(3-(methacryloylamino)propyl)-dimethyl-(3-sulfopropyl)ammonium hydroxide [OH-].C(C(=C)C)(=O)NCCC[N+](CCCS(=O)(=O)O)(C)C